L-aspartic acid 4-allyl ester 1-benzyl ester hydrochloride Cl.C(C1=CC=CC=C1)OC([C@@H](N)CC(=O)OCC=C)=O